C(C1=CC=CC=C1)N1C(N(C(C1)=O)C1CC2(CC(C2)OC2=NC=CC=C2C(=O)N)C1)=O 2-{[6-(3-benzyl-2,5-dioxoimidazolidin-1-yl)spiro[3.3]heptan-2-yl]oxy}pyridine-3-carboxamide